1,3-di-2-ethylhexyl imidazolium-4-carboxylate N1C=[NH+]C(=C1)C(=O)OC(CC(CCC)CC)CC